NC=1C2=C(N=CN1)C(=NC(=C2)NC(C)C)C=2C(=C(C=CC2C)O)C 3-[4-Amino-6-(isopropylamino)pyrido[3,4-d]pyrimidin-8-yl]-2,4-dimethylphenol